N-(2,2,2-trifluoroethyl)tetrahydrofuran-3-amine hydrochloride Cl.FC(CNC1COCC1)(F)F